OC=1C=C(C=O)C=C(C1O)OC 3,4-dihydroxy-5-methoxy-benzaldehyde